OC[C@H](C)N1C(N=CC=C1C1=CC=C(C=C1)OC(F)(F)F)C=1C=NNC1 N-[(2S)-1-Hydroxypropan-2-yl]-2-(1H-pyrazol-4-yl)-6-[4-(trifluoromethoxy)phenyl]pyrimidin